ClC=1C(=C(C=CC1F)[C@@H]1N(OCC1)C1=CC(=NC=N1)NC=1C(=CC(=C(C1)NC(C=C)=O)N1CCN(CC1)C)OC)F N-(5-((6-((R)-3-(3-chloro-2,4-difluorophenyl)isoxazolidine-2-yl)pyrimidine-4-yl)amino)-4-methoxy-2-(4-methylpiperazine-1-yl)phenyl)acrylamide